1-Methylazetidine-3-carboxylic acid 3-(2-(dimethylamino) ethyl)-1H-indol-4-yl ester CN(CCC1=CNC2=CC=CC(=C12)OC(=O)C1CN(C1)C)C